C12CNCC(N(C1)C1=NC=NC3=CC(=C(C=C13)OC)OC)C2 4-(3,6-diazabicyclo[3.2.1]oct-6-yl)-6,7-dimethoxyquinazoline